C(CCCCCCC\C=C/CCCCCC)(=O)OCC1(COC(OC1)(C)C)CO[Si](C1=CC=CC=C1)(C1=CC=CC=C1)C(C)(C)C (5-(((tert-Butyl(diphenyl)silyl)oxy)methyl)-2,2-dimethyl-1,3-dioxan-5-yl)methyl (9Z)-hexadec-9-enoate